FC=1C=C(C=CC1)C=1N(C=C(C1)CNC([2H])([2H])[2H])S(=O)(=O)C1=CC=C(C#N)C=C1 4-((2-(3-fluorophenyl)-4-(((methyl-d3)amino)methyl)-1H-pyrrol-1-yl)sulfonyl)benzonitrile